C(C=C)OCC1C(C2=C(C=C(C(=C2CC1)C)F)N)=O 2-((allyloxy)methyl)-8-amino-6-fluoro-5-methyl-3,4-dihydronaphthalen-1(2H)-one